CN1C=2C=CC=CC2C2=CC=CC=C2C1P(OC)(OC)=O Dimethyl (5-methyl-5,6-dihydrophenanthridin-6-yl)phosphonate